6-[5-[(1S)-1-[[6-chloro-8-(trifluoromethyl)quinazolin-4-yl]amino]ethyl]-1,2,4-triazol-1-yl]-N-ethyl-N-methyl-pyrimidine-4-carboxamide ClC=1C=C2C(=NC=NC2=C(C1)C(F)(F)F)N[C@@H](C)C1=NC=NN1C1=CC(=NC=N1)C(=O)N(C)CC